N1C=CC2=C1C(NC=CC=C2)=O 1H,8H,9H-pyrrolo[2,3-c]azocin-9-one